[Na+].C1(=CC=CC=2C(C3=CC=CC=C3C(C12)=O)=O)S(=O)(=O)[O-] anthraquinonesulfonic acid sodium salt